(4-((6-carbamoyl-7-methoxyquinolin-4-yl)oxy)-3-fluorophenyl)-3-(4-fluorophenyl)-1-isopropyl-4-oxo-1,4-dihydropyridine-2,5-dicarboxamide C(N)(=O)C=1C=C2C(=CC=NC2=CC1OC)OC1=C(C=C(C=C1)C1=C(C(C(=C(N1C(C)C)C(=O)N)C1=CC=C(C=C1)F)=O)C(=O)N)F